2-(((S)-1-(2,3-difluorobenzyl)-5-oxopyrrolidin-2-yl)methyl)-4-isopropyloxazol-5(4H)-one FC1=C(CN2[C@@H](CCC2=O)CC=2OC(C(N2)C(C)C)=O)C=CC=C1F